C(C)(C)(C)O[C@H](C(=O)OC)C=1C(=C2C(=NC1C)N(C(=C2C)C)CC2=CC(=C(C=C2)F)F)C2=CC=C(C=C2)Cl methyl (S)-2-(tert-butoxy)-2-(4-(4-chlorophenyl)-1-(3,4-difluorobenzyl)-2,3,6-trimethyl-1H-pyrrolo[2,3-b]pyridin-5-yl)acetate